C(C)(C)(C)OC([C@@H](CC1=CC(=CC=C1)S(NCC1=CC(=CC=C1)Cl)(=O)=O)[C@@H]1CN(CC1)C(=O)OC(C)(C)C)=O tert-Butyl (3R)-3-[(1S)-2-tert-butoxy-1-[[3-[[(3-chlorophenyl)methyl]sulfamoyl]phenyl]methyl]-2-oxo-ethyl]pyrrolidine-1-carboxylate